N-[[3,5-dichloro-2-[4-fluoro-2-(hydroxymethyl)phenyl]sulfanyl-phenyl]methyl]-2-methyl-propane-2-sulfinamide ClC=1C(=C(C=C(C1)Cl)CNS(=O)C(C)(C)C)SC1=C(C=C(C=C1)F)CO